ClC=1C=C(C=CC1F)NC1=NC=NC2=CC(=C(C=C12)OCCCN1CCOCC1)OC N-(3-chloro-4-fluorophenyl)-7-methoxy-6-(3-morpholinopropoxy)quinazolin-4-amine